FC(CO)(C1=C(C(=CC=C1)C(C)NC1=NC(=NC2=C3C(=C(C=C12)N1C[C@@H](OCC1)COC)CCC3)C)C)F 2,2-difluoro-2-(3-(1-((6-((R)-2-(methoxymethyl)morpholino)-2-methyl-8,9-dihydro-7H-cyclopenta[h]quinazolin-4-yl)amino)ethyl)-2-methylphenyl)ethan-1-ol